C(C)(C)(C)OC(N[C@H](C(=O)NCC1=CC=C(C=C1)C[C@H](C(=O)N1CCN(CC1)CC1=CC=CC=C1)NC(CC)=O)C1CCCCC1)=O ((S)-2-((4-((R)-3-(4-Benzylpiperazin-1-yl)-3-oxo-2-propanamidopropyl)benzyl)amino)-1-cyclohexyl-2-oxoethyl)carbamic acid tert-butyl ester